(2,2-diethoxyethyl)-6-hydrazino-purin-2-amine C(C)OC(CC1=NC2=NC(=NC(=C2N1)NN)N)OCC